3-Methyl-2-(6-((piperidin-3-yloxy)methyl)pyridazin-3-yl)-5-(trifluoromethyl)phenol CC=1C(=C(C=C(C1)C(F)(F)F)O)C=1N=NC(=CC1)COC1CNCCC1